FC1(CC(C1)C=1C=CC(=NC1F)C(NC(=O)C1N(CC(C1)F)C(CC=1C=NC(=C(C1)C)OCC)=O)C1=CC=CC=C1)F N-{[5-(3,3-difluorocyclobutyl)-6-fluoropyridin-2-yl](phenyl)methyl}-1-[2-(6-ethoxy-5-methylpyridin-3-yl)acetyl]-4-fluoropyrrolidine-2-carboxamide